S(=[Se])(=O)([O-])[O-].[Na+].[Na+] Natrium selenosulfat